methyl (S)-5-amino-4-(5-((R)-3-(dimethoxymethyl) pyrrolidin-1-yl)-1-oxoisoindolin-2-yl)-5-oxopentanoate NC([C@H](CCC(=O)OC)N1C(C2=CC=C(C=C2C1)N1C[C@@H](CC1)C(OC)OC)=O)=O